[N+](=O)([O-])C=1C=C(C=CC1N)O 3-Nitro-4-aminophenol